dibenzylmethylene(cyclopentadienyl)(2,7-dimethyl-3,6-di-tert-butylfluorenyl)zirconium dichloride [Cl-].[Cl-].C(C1=CC=CC=C1)C(CC1=CC=CC=C1)=[Zr+2](C1=C(C(=CC=2C3=CC(=C(C=C3CC12)C)C(C)(C)C)C(C)(C)C)C)C1C=CC=C1